NC(C(=O)O)(CCCCB(O)O)CC#N 2-amino-6-borono-2-(cyanomethyl)hexanoic acid